COC1=CC=2N(N=C1OCC1=NC=CC=C1)C(=NN2)C2=NOC(=C2)COC 3-(7-Methoxy-6-(pyridin-2-ylmethoxy)-[1,2,4]triazolo[4,3-b]pyridazin-3-yl)-5-(methoxymethyl)isoxazole